tert-butyl (2R,3S)-2-ethyl-3-hydroxypyrrolidine-1-carboxylate C(C)[C@H]1N(CC[C@@H]1O)C(=O)OC(C)(C)C